C(C=C)(=O)O.C(C=C)(=O)O.C1CO1 ethyleneoxide diacrylate